N1(CCCC1)CCCN(C)CCO 2-(3-pyrrolidinylpropyl-N-methylamino)ethanol